C(=CC1=CC=CC=C1)C1CCC(=O)OC1=O styrene-glutaric anhydride